S1C=NC2=C1C=CC(=C2)CN(C(=O)[C@H]2N(CCC2)S(=O)(=O)C2=CC=C(C)C=C2)C2CC1(CC1(F)F)C2 (S)-N-(benzo[d]thiazol-5-ylmethyl)-N-(1,1-difluorospiro[2.3]hexan-5-yl)-1-tosylpyrrolidine-2-carboxamide